3-chloro-4-(4'-fluorophenyl)-N-methylpyridine iodide salt [I-].ClC=1CN(C=CC1C1=CC=C(C=C1)F)C